C(C)C(C=O)CCCCCCCCC 2-Ethyl-Undecanal